tert-Butyl (2R,3R)-2-methyl-3-(4-methylpiperazin-1-yl)pyrrolidine-1-carboxylate C[C@H]1N(CC[C@H]1N1CCN(CC1)C)C(=O)OC(C)(C)C